2,6-dimethyl-3,5-octadien CC(C)C=CC=C(CC)C